Tert-butyl (1RS,4RS,5SR)-5-hydroxy-2-azabicyclo[2.2.1]heptane-2-carboxylate O[C@@H]1[C@H]2CN([C@@H](C1)C2)C(=O)OC(C)(C)C |r|